tert-Butyl (S)-((3'-chloro-2'-(2-chloro-3-(5-(((2-methoxyethyl)amino)methyl)picolinamido)phenyl)-6-methoxy-[2,4'-bipyridin]-5-yl)methyl)((5-oxopyrrolidin-2-yl)methyl)carbamate ClC=1C(=NC=CC1C1=NC(=C(C=C1)CN(C(OC(C)(C)C)=O)C[C@H]1NC(CC1)=O)OC)C1=C(C(=CC=C1)NC(C1=NC=C(C=C1)CNCCOC)=O)Cl